Br(=O)(=O)(=O)[O-].[Sn+4].Br(=O)(=O)(=O)[O-].Br(=O)(=O)(=O)[O-].Br(=O)(=O)(=O)[O-] tin perbromate